N1=C(N=CC=C1)C=1C(=NC=CC1)C1=NC=CC=C1 PYRIMIDINYL-BIPYRIDIN